COC=1C=C(\C=C\2/CC(C\C(\C2=O)=C/C2=CC(=C(C=C2)OC)OC)NS(=O)(=O)N2C[C@@H](CC2)F)C=CC1OC (R)-N-(3,5-Bis((E)-3,4-dimethoxybenzylidene)-4-oxocyclohexyl)-3-fluoropyrrolidine-1-sulfonamide